2-(1-isopropyl-4-oxo-benzo[4,5]thieno[2,3-d]pyridazin-3(4H)-yl)-N-(pyrimidin-4-yl)acetamide 3-(Hexadecyloxy)-5-(undecyloxy)benzyl-4-(4-(2-hydroxyethyl)piperazin-1-yl)butanoate C(CCCCCCCCCCCCCCC)OC=1C=C(COC(CCCN2CCN(CC2)CCO)=O)C=C(C1)OCCCCCCCCCCC.C(C)(C)C=1C2=C(C(N(N1)CC(=O)NC1=NC=NC=C1)=O)SC1=C2C=CC=C1